Ethyl 2-amino-6-cyano-6-cyclohexyl-4,5,6,7-tetrahydro-1-benzothiophene-3-carboxylate NC=1SC2=C(C1C(=O)OCC)CCC(C2)(C2CCCCC2)C#N